1-(4-bromo-2-chloro-5-fluorophenyl)-N,N-dimethylmethanamine BrC1=CC(=C(C=C1F)CN(C)C)Cl